2-(3-(2-(1H-benzo[d]imidazol-2-yl)-2-cyanovinyl)-2,5-dimethyl-1H-pyrrol-1-yl)-5-phenylfuran-3-carbonitrile N1C(=NC2=C1C=CC=C2)C(=CC2=C(N(C(=C2)C)C=2OC(=CC2C#N)C2=CC=CC=C2)C)C#N